(2-butyl-1-benzofuran-3-yl) [4-(2-hydroxyethoxy)-3,5-diiodophenyl] ketone OCCOC1=C(C=C(C=C1I)C(=O)C1=C(OC2=C1C=CC=C2)CCCC)I